3-(3,4-dichlorophenyl)-5-(2-(3-methylazetidin-1-yl)-2-oxoethyl)thieno[3,2-c]pyridin-4(5H)-one ClC=1C=C(C=CC1Cl)C1=CSC2=C1C(N(C=C2)CC(=O)N2CC(C2)C)=O